[4-(5-chlorooxazolo[4,5-b]pyridin-2-yl)piperazin-1-yl]-[4-(1H-triazol-5-yl)phenyl]methanone ClC1=CC=C2C(=N1)N=C(O2)N2CCN(CC2)C(=O)C2=CC=C(C=C2)C2=CN=NN2